C(C)(C)(C)OC(=O)N(C=1C=C(C=CC1F)N1C(C2=C(CC1)N=C(S2)C2CCCN2)=O)C(=O)OC(C)(C)C 5-(5-(3-(bis(tert-butoxycarbonyl)amino)-4-fluorophenyl)-4-oxo-4,5,6,7-tetrahydrothiazolo[5,4-c]pyridin-2-yl)pyrrolidin